C(CCCCCCC)(=O)C(C(=O)O)C.C(C(C)O)O propylene glycol (caprylyl propionate)